COCC1(CCC1)CN(C1=C(C(=NC(=C1)C1=CC(=CC=C1)C(F)(F)F)N)N)C N4-{[1-(methoxymethyl)cyclobutyl]methyl}-N4-methyl-6-[3-(trifluoromethyl)phenyl]pyridine-2,3,4-triamine